(R)-4-methyl-3-((R)-1,1,1-trifluoro-2-hydroxypropan-2-yl)-5,6-dihydroisoxazolo[5,4-c]pyridine-7(4H)-thione C[C@@H]1C2=C(C(NC1)=S)ON=C2[C@@](C(F)(F)F)(C)O